1-(5H-imidazo[5,1-a]isoindol-5-yl)spiro[3.3]heptan-2-one C=1N=CN2C1C1=CC=CC=C1C2C2C(CC21CCC1)=O